6-chloro-N-(3-methyl-4-{5H,6H,8H-[1,2,4]triazolo[1,5-a]pyrazin-7-ylmethyl}phenyl)pyrido[3,2-d]pyrimidin-4-amine ClC=1C=CC=2N=CN=C(C2N1)NC1=CC(=C(C=C1)CN1CC=2N(CC1)N=CN2)C